CN1CC(C1)(C)[C@@](C=1C=C(C=NC1)C1=NOC(=N1)C1(CN(C1)C(C([2H])([2H])[2H])=O)F)(C1=CC=C(C=C1)C(C)C)O (R)-1-(3-(3-(5-((1,3-dimethylazetidin-3-yl)(hydroxy)(4-isopropylphenyl)methyl)pyridin-3-yl)-1,2,4-oxadiazol-5-yl)-3-fluoroazetidin-1-yl)ethan-1-one-2,2,2-d3